5-chloro-2-(((3R,4R)-3-fluoro-1-(methylsulfonyl)piperidin-4-yl)amino)-7-isopropylpyrrolo[2,1-f][1,2,4]triazine-6-carbonitrile ClC=1C(=C(N2N=C(N=CC21)N[C@H]2[C@@H](CN(CC2)S(=O)(=O)C)F)C(C)C)C#N